(3R)-N-(5-(2-([2,2'-bipyrimidin]-5-yl)cyclopropyl)-2,3-difluorophenyl)-1-methylpyrrolidin-3-amine N1=C(N=CC(=C1)C1C(C1)C=1C=C(C(=C(C1)N[C@H]1CN(CC1)C)F)F)C1=NC=CC=N1